((1RS,3RS)-5'-bromo-4'-chloro-1',2'-dihydrospiro[cyclopentane-1,3'-pyrrolo[2,3-b]pyridin]-3-yl)methanol BrC=1C(=C2C(=NC1)NC[C@]21C[C@@H](CC1)CO)Cl |r|